FC1=CC=C(OC2CN(CC2)C2=CC(=C(C(=C2)C)NC(CC(C)(C)C)=O)C)C=C1 N-(4-(3-(4-fluorophenoxy)pyrrolidin-1-yl)-2,6-dimethylphenyl)-3,3-dimethylbutanamide